F[C@H]1[C@@H]2CCC[C@H](C[C@H]1N(C=1N=CC(=NC1)C1=C(C=C(C=C1)C1=CN=NC(=C1)OC)O)C)N2 2-(5-{[(1S,2S,3R,5R)-2-fluoro-9-azabicyclo[3.3.1]nonan-3-yl](methyl)amino}pyrazin-2-yl)-5-(6-methoxypyridazin-4-yl)phenol